ClC1=CC=C(S1)CNC1=CC(=NN1C(=O)C1(CCN(CC1)C)C)C1CCN(CC1)C(=O)N1CCOCC1 N-[(5-Chlorothiophen-2-yl)methyl]-1-(1,4-dimethylpiperidin-4-carbonyl)-3-[1-(morpholin-4-carbonyl)piperidin-4-yl]-1H-pyrazol-5-amin